ammonium di(nitroso) oxalate palladium [Pd+2].C(C(=O)ON=O)(=O)ON=O.[NH4+]